BrC1=NC=C(C=C1N)F 2-bromo-5-fluoro-pyridin-3-amine